C(C)N1C(NC2=CC(=CC=C2C1=O)CCN1CCN(CC1)C=1C=CC(=NC1)C(=O)NC)=O 5-(4-(2-(3-ethyl-2,4-dioxo-1,2,3,4-tetrahydroquinazolin-7-yl)ethyl)piperazin-1-yl)-N-methylpicolinamide